C(C)(C)(C)C1=C(C=CC(=C1)C(C)(C)C)OP([O-])C1=CC=C(C=C1)C1=CC=C(C=C1)P([O-])[O-] (2,4-di-tert-butylphenyl)-4,4'-biphenyl-diphosphonite